(((1E,1'E)-piperazine-1,4-diylbis(diazene-2,1-diyl))bis(4,1-phenylene))bis(methylene) bis(2-methylacrylate) CC(C(=O)OCC1=CC=C(C=C1)\N=N\N1CCN(CC1)/N=N/C1=CC=C(C=C1)COC(C(=C)C)=O)=C